N-(2-(3,3-difluoroazetidin-1-yl)-6-methylpyrimidin-4-yl)-4-((2-hydroxyethyl)sulfonylamino)-2-(spiro[2.5]oct-5-en-6-yl)benzamide methyl-2-(allyloxy)-5-fluorobenzoate COC(C1=C(C=CC(=C1)F)OCC=C)=O.FC1(CN(C1)C1=NC(=CC(=N1)NC(C1=C(C=C(C=C1)NS(=O)(=O)CCO)C1=CCC2(CC2)CC1)=O)C)F